COC=1C=C2C(=CC(=NC2=CC1)NC1=CC(=C(C=C1)OC)[N+](=O)[O-])C(F)(F)F 6-methoxy-N-(4-methoxy-3-nitrophenyl)-4-trifluoromethylquinolin-2-amine